[Te-2].[Al+3].[Ag+].[Te-2] silver aluminum telluride